FC1=CC=CC(=N1)C1CN(C1)C(=O)C1=C(OC=2N=CN=C(C21)NC2(CC2)C)C 5-[3-(6-fluoropyridin-2-yl)azetidine-1-carbonyl]-6-methyl-N-(1-methylcyclopropyl)furo[2,3-d]pyrimidin-4-amine